C(CCC)N1C(N(C(C(C1=O)=C(N)N)=O)C1CCC2(CN(C2)C(=O)N)CC1)=O 7-(3-Butyl-5-(diaminomethylene)-2,4,6-trioxotetrahydropyrimidin-1(2H)-yl)-2-azaspiro[3.5]nonane-2-carboxamide